ethyl 1-(1-phenylcyclopropyl)-1H-1,2,3-triazole-4-carboxylate C1(=CC=CC=C1)C1(CC1)N1N=NC(=C1)C(=O)OCC